(3S,4S)-8-(2-((2-chloro-3-(1-ethyl-1H-pyrazole-3-yl)phenyl)mercapto)pteridine-6-yl)-3-methyl-yl-2-oxa-8-azaspiro[4.5]decane-4-amine ClC1=C(C=CC=C1C1=NN(C=C1)CC)SC1=NC2=NC=C(N=C2C=N1)N1CCC2([C@@H](C(OC2)=C)N)CC1